COC1=CC=C(C=C1)N1C=C2C(N=C(N=C2)NCC(F)(F)F)=CC1=O 6-(4-methoxyphenyl)-2-((2,2,2-trifluoroethyl)amino)pyrido[4,3-d]pyrimidin-7(6H)-one